C(CCCCCCC)C1(C(=O)[O-])C(C(=O)[O-])CC2C(C1)O2 octyl-4,5-epoxy-hexahydrophthalate